C(C)(C)(C)OC(=O)N1N=C(C2=CC=C(C=C12)[C@@H]1C[C@@]12C(N(C1=CC=C(C=C21)OC)C(=O)OC(C)(C)C)=O)NC2=NC(=CC=C2OC)C=2OC=CN2 tert-butyl (1R,2S)-2-[1-(tert-butoxycarbonyl)-3-{[3-methoxy-6-(1,3-oxazol-2-yl) pyridin-2-yl]amino}indazol-6-yl]-5'-methoxy-2'-oxospiro[cyclopropane-1,3'-indole]-1'-carboxylate